OCC(C(=S)O)CC 2-hydroxymethylthiobutanoic acid